ethoxy-6-methyl-[2,3'-bipyridine]-5-amine C(C)OC=1C(=NC(=C(C1)N)C)C=1C=NC=CC1